(1S,3S,4S)-N-[(1R)-1-cyano-2-[(3S)-2-oxo-3-piperidyl]ethyl]-2-[(2R)-3,3-dimethyl-2-[(2,2,2-trifluoroacetyl)amino]butanoyl]-5,5-difluoro-2-azabicyclo[2.2.2]octane-3-carboxamide C(#N)[C@@H](C[C@H]1C(NCCC1)=O)NC(=O)[C@H]1N([C@@H]2CC([C@H]1CC2)(F)F)C([C@@H](C(C)(C)C)NC(C(F)(F)F)=O)=O